N-(3-fluoropiperidin-4-yl)-6-iodo-3-(2,2,2-trifluoroethyl)imidazo[1,2-a]pyridin-8-amine FC1CNCCC1NC=1C=2N(C=C(C1)I)C(=CN2)CC(F)(F)F